(S)-N-(8,9-difluoro-6-oxo-1,2,3,4,5,6-hexahydrobenzo[c][1,7]naphthyridin-1-yl)-7-fluoro-N-methylindolizine-2-carboxamide FC=1C(=CC2=C(C(NC=3CNC[C@H](C23)N(C(=O)C=2C=C3C=C(C=CN3C2)F)C)=O)C1)F